Tert-butyl N-[[4-[[4-[4-[5-bromo-4-(trifluoromethyl)-2-pyridyl]piperazin-1-yl]sulfonylphenyl]carbamoyl]phenyl]methyl]-N-[3-(tert-butoxycarbonylamino)propyl]carbamate BrC=1C(=CC(=NC1)N1CCN(CC1)S(=O)(=O)C1=CC=C(C=C1)NC(=O)C1=CC=C(C=C1)CN(C(OC(C)(C)C)=O)CCCNC(=O)OC(C)(C)C)C(F)(F)F